BrC=1C(=CC(=C(C1)C1=CC=C(C(=N1)C(=O)O)Cl)Cl)C(F)(F)F 6-(5-Bromo-2-chloro-4-(trifluoromethyl)phenyl)-3-chloropicolinic acid